CC1=CN=C(N1)C1=CC=C(C=C1)NC(CC1=CC=CC=C1)=O N-(4-(5-methyl-1H-imidazol-2-yl)Phenyl)-2-phenylacetamide